C(C)OC(=O)C1=CC(=C(C=C1)B(O)O)F (4-(ethoxycarbonyl)-2-fluorophenyl)boronic acid